tert-butyl (R)-4-(((2S,3S)-3-aminobutan-2-yl)(methyl)amino)-3-benzyl-4-oxobutanoate N[C@H]([C@H](C)N(C([C@@H](CC(=O)OC(C)(C)C)CC1=CC=CC=C1)=O)C)C